N1(CCOCC1)CC (morpholin-4-yl)ethane